C(C)OC(C\C=C\CBr)=O (3E)-5-bromopent-3-enoic acid ethyl ester